6-(4-Amino-4-(1H-indazole-5-yl)piperidin-1-yl)-3-(2,3-dichlorophenyl)-1H-pyrazolo[3,4-d]pyrimidine-4-carboxamide NC1(CCN(CC1)C1=NC(=C2C(=N1)NN=C2C2=C(C(=CC=C2)Cl)Cl)C(=O)N)C=2C=C1C=NNC1=CC2